ClC1=NC=C(C(=N1)N1C(C(C2=NC(=CC=C21)C)(C)C)([2H])[2H])C(=O)OC(C)C isopropyl 2-chloro-4-(3,3,5-trimethyl-2,3-dihydro-1H-pyrrolo[3,2-b]pyridin-1-yl-2,2-d2)pyrimidine-5-carboxylate